C(C)(C)N(C(=O)C1=C(C=CC(=C1)F)N1C=C(C=2C1=CN=CC2)C(=O)[C@@H]2CN(CC2)C(=O)OC(C)(C)C)C(C)C tert-Butyl (S)-3-(1-(2-(diisopropylcarbamoyl)-4-fluorophenyl)-1H-pyrrolo[2,3-c]pyridine-3-carbonyl)pyrrolidine-1-carboxylate